C(C(C)C)OC1=CC(=NC=C1)N1C(C(C2=CC(=CC=C12)C(=O)NC1(CCS(CC1)(=O)=O)C)(C)C)=O 1-(4-isobutoxypyridin-2-yl)-3,3-dimethyl-N-(4-methyl-1,1-dioxidotetrahydro-2H-thiopyran-4-yl)-2-oxoindoline-5-carboxamide